1-cyclohexylcarbodiimide C1(CCCCC1)N=C=N